2-(2-(2-(prop-2-yn-1-yloxy)ethoxy)ethoxy)ethane-1-ol C(C#C)OCCOCCOCCO